2-chloro-4,6-dihydrospiro[cyclopenta[d]thiazole-5,4'-piperidine]-1'-carboxylate ClC=1SC2=C(N1)CC1(CCN(CC1)C(=O)[O-])C2